N-(3-(9,9-diphenyl-9H-fluoren-1-yl)phenyl)-[1,1':3',1''-terphenyl]-2'-amine C1(=CC=CC=C1)C1(C2=CC=CC=C2C=2C=CC=C(C12)C=1C=C(C=CC1)NC1=C(C=CC=C1C1=CC=CC=C1)C1=CC=CC=C1)C1=CC=CC=C1